7-methoxy-1,4,4-trimethyl-9-(trifluoromethyl)-5H-[1,2,4]triazolo[4,3-a]quinoxaline COC=1C=C2NC(C=3N(C2=C(C1)C(F)(F)F)C(=NN3)C)(C)C